3-(4-(1-((6-(3-((3-ethoxypyridin-2-yl)oxy)phenyl)pyrazin-2-yl)amino)-2-methyl-1-oxopropane-2-yl)phenyl)-2,2-dimethylpropanoic acid C(C)OC=1C(=NC=CC1)OC=1C=C(C=CC1)C1=CN=CC(=N1)NC(C(C)(C)C1=CC=C(C=C1)CC(C(=O)O)(C)C)=O